C(CCCCCCC)(=O)OCC(C)OC(CCCCCCC)=O Propyleneglycol Dioctanoate